(1R,3S,5S)-N-(3-(4-fluoro-2H-1,2,3-triazol-2-yl)-4-(trifluoromethyl)phenyl)-1-(5-methyl-1,3,4-oxadiazol-2-yl)-3-(trifluoromethyl)-6-azabicyclo[3.1.1]heptane-6-carboxamide FC1=NN(N=C1)C=1C=C(C=CC1C(F)(F)F)NC(=O)N1[C@H]2C[C@@H](C[C@@]1(C2)C=2OC(=NN2)C)C(F)(F)F